CN(SC(C1=CC=CC=C1)(C1=CC=CC=C1)C1=CC=CC=C1)CC1=C(C(=O)[O-])C=CC=C1 2-{[methyl(tritylthio)amino]methyl}benzoate